FC=1C=C(C=C(C1)N1CCN(CC1)C1=CC=C(C=C1)F)CN (3-fluoro-5-(4-(4-fluorophenyl)piperazin-1-yl)phenyl)methylamine